3-cyclopropyl-7-hydroxy-N-(2-methylpropyl)-8,9-dihydro-7H-cyclopenta[H]isoquinoline-5-sulfonamide C1(CC1)C=1N=CC=2C3=C(C=C(C2C1)S(=O)(=O)NCC(C)C)C(CC3)O